4-bromo-6-chloropicolinonitrile BrC1=CC(=NC(=C1)Cl)C#N